(1S,7'S)-7a-((benzyloxy)methyl)hexahydro-1H-pyrrolizin-1-ol C(C1=CC=CC=C1)OCC12CCCN2CC[C@@H]1O